4-[4-[[1-[(1-tert-butoxycarbonyl-4-piperidyl)methyl]-5-(4-chlorophenyl)-3,6-dihydro-2H-pyridin-4-yl]methyl]piperazin-1-yl]-2-(1H-pyrrolo[2,3-b]pyridin-5-yloxy)benzoic acid C(C)(C)(C)OC(=O)N1CCC(CC1)CN1CCC(=C(C1)C1=CC=C(C=C1)Cl)CN1CCN(CC1)C1=CC(=C(C(=O)O)C=C1)OC=1C=C2C(=NC1)NC=C2